N-(2-(6-methyl-1,4-diazepan-1-yl)pyrimidin-4-yl)-1H-indazol-5-amine CC1CNCCN(C1)C1=NC=CC(=N1)NC=1C=C2C=NNC2=CC1